2-[2'-hydroxy-3',5'-bis(alpha,alpha-dimethylbenzyl)phenyl]benzotriazole OC1=C(C(C)(C)C=2C=C(C=C(C2)N2N=C3C(=N2)C=CC=C3)C(C3=CC=CC=C3)(C)C)C=CC=C1